6-Chloro-N-(1-ethylpiperidin-4-yl)-2-{4-[4-(2-methoxyethyl)-1,4-diazepan-1-yl]phenyl}-3H-imidazo[4,5-b]pyridin-7-amine ClC=1C(=C2C(=NC1)NC(=N2)C2=CC=C(C=C2)N2CCN(CCC2)CCOC)NC2CCN(CC2)CC